CC(C)(C)OC(=O)N1C(C2=C(C=CC(=C2C1)C1=CN=C2N1C=CC(=C2)F)N)=O 2-methylpropan-2-yl-7-amino-4-(7-fluoroimidazo[3,2-a]pyridin-3-yl)-1-oxo-2,3-dihydro-1H-isoindole-2-carboxylate